tert-butyl 6-(4-((5-phenoxypyridin-2-yl)amino)pyrido[3,2-d]pyrimidin-6-yl)-1,6-diazaspiro[3.3]heptane-1-carboxylate O(C1=CC=CC=C1)C=1C=CC(=NC1)NC=1C2=C(N=CN1)C=CC(=N2)N2CC1(CCN1C(=O)OC(C)(C)C)C2